FC1=C(C=CC(=C1)F)CC(=O)C1=C(C(=O)OC)C=C(C=C1[N+](=O)[O-])F methyl 2-[2-(2,4-difluorophenyl) acetyl]-5-fluoro-3-nitrobenzoate